5-chloro-1'-[(2S)-1-[3-(difluoromethyl)-4-methanesulfonylphenoxy]propan-2-yl]-1,2-dihydrospiro[indole-3,4'-piperidin]-2-one ClC=1C=C2C(=CC1)NC(C21CCN(CC1)[C@H](COC1=CC(=C(C=C1)S(=O)(=O)C)C(F)F)C)=O